ClC1=C(C(=O)N(C)C)C=CC(=C1)O[C@H](C)CCCC1CCN(CC1)C([C@](C(F)(F)F)(C1=CC(=CC=C1)OC)O)=O |o1:13,25| 2-chloro-N,N-dimethyl-4-((R or S)-5-(1-((S or R)-3,3,3-trifluoro-2-hydroxy-2-(3-methoxyphenyl)propanoyl)piperidin-4-yl)pentan-2-yloxy)benzamide